((4-(2-((S)-2,6-dioxopiperidin-3-yl)-1-oxoisoindolin-5-yl)piperazin-1-yl)methyl)piperidin O=C1NC(CC[C@@H]1N1C(C2=CC=C(C=C2C1)N1CCN(CC1)CN1CCCCC1)=O)=O